FC(S(=O)(=O)[O-])(F)F.FS(=O)(=O)N1C(=[N+](C=C1)C)C 1-(fluorosulfuryl)-2,3-dimethyl-1H-imidazol-3-ium trifluoromethanesulfonate